ClC1=CC=C(C=C1)C=1C=C(C(N(N1)C1=CC(=CC=C1)F)=O)C(=O)N[C@H](CO)C(C)(C)C 6-(4-chlorophenyl)-2-(3-fluorophenyl)-N-[(2S)-1-hydroxy-3,3-dimethylbut-2-yl]-3-oxo-2,3-dihydropyridazine-4-carboxamide